C(C)(C)(C)OC(=O)N1CCC(=CC1)C=1N=NC(=CC1)NC(=O)C12CCC(CC1)(CC2)C(NC2=CC=C(C=C2)CNC(=O)OC(C)(C)C)=O 4-[6-({4-[4-(tert-butoxycarbonylamino-methyl)-phenylcarbamoyl]-bicyclo[2.2.2]octane-1-carbonyl}-amino)-pyridazin-3-yl]-3,6-dihydro-2H-pyridine-1-carboxylic acid tert-butyl ester